NC1=CC(=C(C=C1OC)N1CCC(CC1)CN1CCC2(CCCN(C2)C=2C=C3CN(CC3=CC2)C2C(NC(CC2)=O)=O)CC1)C=1C=NN(C1)C 5-(9-((1-(4-Amino-5-methoxy-2-(1-methyl-1H-pyrazol-4-yl)phenyl)piperidin-4-yl)methyl)-2,9-diazaspiro[5.5]undecan-2-yl)-2-(2,6-dioxopiperidin-3-yl)isoindoline